CC=1C=C(CNC(CNC2=C(C=CC=C2)NC(C)=O)=O)C=CC1 N-(3-methylbenzyl)-2-((2-acetamidophenyl)amino)acetamide